4-[[3-fluoro-2-methoxy-propyl]-[4-(5,6,7,8-tetrahydro-1,8-naphthyridin-2-yl)butyl]amino]-2-[(1-pyrazol-1-ylcyclopropanecarbonyl)amino]butanoic acid FCC(CN(CCC(C(=O)O)NC(=O)C1(CC1)N1N=CC=C1)CCCCC1=NC=2NCCCC2C=C1)OC